1-(2-methoxy-4-(trifluoromethyl)phenyl)thiourea COC1=C(C=CC(=C1)C(F)(F)F)NC(=S)N